C(C#C)C1C(NCC1)=O 3-(prop-2-ynyl)pyrrolidin-2-one